COC=1C=CC=2N(C3=CC=C(C=C3C2C1)OC)CCOP(O)(O)=O (2-(3,6-dimethoxy-9H-carbazol-9-yl)ethyl)phosphoric acid